C(C=C)OC1=NC(=C(C(=N1)N(CC(=O)OC)C[C@@H]([C@@H]([C@@H](COCC=C)OCC=C)OCC=C)OCC=C)[N+](=O)[O-])OCC=C Methyl N-[2,6-bis(allyloxy)-5-nitropyrimidin-4-yl]-N-[(2S,3S,4R)-2,3,4,5-tetrakis(allyloxy)pentyl]glycinate